N-(4-(1H-pyrazol-1-yl)butyl)-5-(thiophen-2-yl)isoxazole-3-carboxamide N1(N=CC=C1)CCCCNC(=O)C1=NOC(=C1)C=1SC=CC1